N-{(2S,3R,4S)-1-(cyclopropanecarbonyl)-2-[(2,2'-difluoro[1,1'-biphenyl]-3-yl)-methyl]-4-fluoropyrrolidin-3-yl}-ethanesulfonamide C1(CC1)C(=O)N1[C@H]([C@H]([C@H](C1)F)NS(=O)(=O)CC)CC=1C(=C(C=CC1)C1=C(C=CC=C1)F)F